7-amino-4-bromo-2,3-dihydro-1H-inden-1-one NC=1C=CC(=C2CCC(C12)=O)Br